tert-butyl (5-((2-(2-methoxypyridin-3-yl)-6-nitrophenyl)amino)hexyl)carbamate COC1=NC=CC=C1C1=C(C(=CC=C1)[N+](=O)[O-])NC(CCCCNC(OC(C)(C)C)=O)C